BrC1=C(C=CC(=N1)OCC1=C(C=C(C#N)C=C1)I)F 4-[(6-bromo-5-fluoro-2-pyridyl)oxymethyl]-3-iodo-benzonitrile